methanesulfonic acid (6as,8r)-4-iodo-6a,7,8,9-tetrahydro-6H-pyrido[3,2-b]pyrrolo[1,2-d][1,4]oxazin-8-yl ester IC1=CC=NC2=C1OC[C@H]1N2C[C@@H](C1)OS(=O)(=O)C